5-chloro-N-(3-chloro-4-(4-(4-methylpiperazin-1-yl)piperidin-1-yl)phenyl)-4-(1-methyl-1H-indol-3-yl)pyrimidin-2-amine ClC=1C(=NC(=NC1)NC1=CC(=C(C=C1)N1CCC(CC1)N1CCN(CC1)C)Cl)C1=CN(C2=CC=CC=C12)C